C(C)(C)(C)N1N=C(C=C1[C@@H]1OC[C@@H](C1)O)NC(=O)C1=CC=NN1C cis-N-(1-(tert-butyl)-5-(4-hydroxytetrahydrofuran-2-yl)-1H-pyrazol-3-yl)-1-methyl-1H-pyrazole-5-Formamide